The molecule is a member of the class of 2,5-diketopiperazines that is piperazine-2,5-dione substituted by 1H-indol-3-ylmethyl groups at positions 3 and 6 respectively. Isolated from Penicillium species, it exhibits antibacterial activity. It has a role as an antibacterial agent and a Penicillium metabolite. It is a member of 2,5-diketopiperazines and an indole alkaloid. C1=CC=C2C(=C1)C(=CN2)C[C@@H]3C(=O)N[C@H](C(=O)N3)CC4=CNC5=CC=CC=C54